ClC1=CC(=NC(=N1)CC)NC=1SC(=CN1)C1CCC1 N-(6-chloro-2-ethyl-pyrimidin-4-yl)-5-cyclobutyl-thiazol-2-amine